N-(2-chlorophenyl)-N-methyl-4-nitro-benzamide ClC1=C(C=CC=C1)N(C(C1=CC=C(C=C1)[N+](=O)[O-])=O)C